N-((1S,2S)-2-hydroxycyclohexyl)-7-(4-methoxybenzyl)-2,3-dihydrofuro[3,2-b]pyridine-5-carboxamide O[C@@H]1[C@H](CCCC1)NC(=O)C1=CC(=C2C(=N1)CCO2)CC2=CC=C(C=C2)OC